rac-tert-butyl (5-hydroxypentan-2-yl)(4-methoxybenzyl)carbamate OCCC[C@@H](C)N(C(OC(C)(C)C)=O)CC1=CC=C(C=C1)OC |r|